FC=1C=C2C(=CNC2=CC1F)N1CC2=CC=C(C=C2CC1)N1CCCCC1 N-(5,6-difluoro-1H-indol-3-yl)-6-(piperidin-1-yl)-3,4-dihydroisoquinoline